C[Ti](CCCC)(C)C Trimethyl-n-butyl-titanium